O1C(=NC=C1)NC(=O)C1=NC=NC(=C1)C1=CC(=CC=C1)Cl 6-(3-Chloro-phenyl)-pyrimidine-4-carboxylic acid oxazol-2-ylamide